BrC=1C=NC(=NC1)C(C)(C)NC(OC(C)(C)C)=O tert-butyl N-[2-(5-bromopyrimidin-2-yl)propan-2-yl]carbamate